(1R,5S,6S)-6-(aminomethyl)-3-ethylbicyclo[3.2.0]hept-3-ene-6-acetic acid benzenesulfonate C1(=CC=CC=C1)S(=O)(=O)O.NC[C@]1([C@@H]2C=C(C[C@@H]2C1)CC)CC(=O)O